C12N(CC(NC1)CC2)C=2C1=C(N=C(N2)OC[C@]23CCCN3C[C@](C2)([2H])F)C(N(C=C1)C1=CC(=CC2=CC=C(C(=C12)F)F)O)=O 4-(2,5-Diazabicyclo[2.2.2]octan-2-yl)-7-(7,8-difluoro-3-hydroxynaphthalen-1-yl)-2-(((2R,7aS)-2-fluorotetrahydro-1H-pyrrolizin-7a(5H)-yl-2-d)methoxy)pyrido[3,4-d]pyrimidin-8(7H)-one